ClC=1C(=NC(=C(C(=O)O)C1)N1CCC(CCC1)(F)F)CF 5-chloro-2-(4,4-difluoroazepan-1-yl)-6-fluoromethyl-nicotinic acid